COC1=C(C=CC(=C1)[N+](=O)[O-])NC(=O)C=1C=NC=C(C1)Cl N-(2-methoxy-4-nitrophenyl)-5-chloropyridine-3-carboxamide